2-bromo-5-(1,3,4-oxadiazol-2-yl)phenol BrC1=C(C=C(C=C1)C=1OC=NN1)O